FC(C(=O)O)(F)F.FC(C(=O)O)(F)F.N1C(=CC=2C1=CN=CC2)CNC([C@H](C)NC(=O)[C@@H]2NC[C@H](C2)C2=CC=CC=C2)=O (2R,4R)-N-((S)-1-(((1H-pyrrolo[2,3-c]pyridin-2-yl)methyl)amino)-1-oxopropan-2-yl)-4-phenylpyrrolidine-2-carboxamide di-trifluoroacetate